2-(5-azaspiro[2.4]hept-5-ylmethyl)-6-[3-[1-(4-methyl-1,2,4-triazol-3-yl)cyclobutyl]phenyl]-4-(trifluoromethyl)-1H-pyrrolo[2,3-c]pyridin-7-one C1CC12CN(CC2)CC2=CC1=C(C(N(C=C1C(F)(F)F)C1=CC(=CC=C1)C1(CCC1)C1=NN=CN1C)=O)N2